3-(N-(5-chloro-2,4-dimethoxyphenyl)sulfamoyl)-4-methyl-N-(4-(trifluoromethoxy)phenyl)benzamide ClC=1C(=CC(=C(C1)NS(=O)(=O)C=1C=C(C(=O)NC2=CC=C(C=C2)OC(F)(F)F)C=CC1C)OC)OC